3-ethyl-10,13-dimethyl-17-((2S,3R)-4,4,4-trifluoro-3-hydroxybutan-2-yl)hexadecahydro-1H-cyclopenta[a]phenanthren-3-ol C(C)C1(CCC2(C3CCC4(C(CCC4C3CCC2C1)[C@H](C)[C@H](C(F)(F)F)O)C)C)O